COC(COC1CN(C1)C1=C2C(N(C(C2=CC=C1)=O)C1C(NC(CC1)=O)=O)=O)OC [3-(2,2-dimethoxyethoxy)azetidin-1-yl]-2-(2,6-dioxo-3-piperidinyl)isoindoline-1,3-dione